C(C)(C)(C)C1=C(OP2OCC3(CO2)COP(OC3)OC3=C(C=C(C=C3C(C)(C)C)C)C(C)(C)C)C(=CC(=C1)C)C(C)(C)C 3,9-bis(2,6-di-t-butyl-4-methylphenoxy)-2,4,8,10-Tetraoxa3,9-diphosphaspiro[5.5]Undecane